C(CCCCCCC\C=C/CCCCCC)(=O)OCCCCCCCCCCCCCCCCCCCCCCCCCCCCCCCCCCCC(=O)O 36-palmitoleoyloxy-hexatriacontanoic acid